FC([C@@H]1CN(CC1)C(=O)[C@H]1CCCC=2N1C(N(N2)CC2=CC=C(C=C2)C)=O)F |&1:9| (5RS)-5-{[(3S)-3-(Difluoromethyl)pyrrolidin-1-yl]carbonyl}-2-(4-methylbenzyl)-5,6,7,8-tetrahydro[1,2,4]triazolo[4,3-a]pyridin-3(2H)-on